C(C)(C)(C)OC(=O)N(CC(=O)O)CCCC N-(tert-Butoxycarbonyl)-N-butylglycine